3,7,11-trimethyl-1,6,10-dodecanetriene-3-ol CC(C=C)(CCC=C(CCC=C(C)C)C)O